2-chloro-N-(3-phenylpropyl)thieno[2,3-d]pyrimidin-4-amine ClC=1N=C(C2=C(N1)SC=C2)NCCCC2=CC=CC=C2